ClC1=CC(=C(C=N1)C(C)O)C 1-(6-chloro-4-methylpyridin-3-yl)ethan-1-ol